N-benzylpiperidin C(C1=CC=CC=C1)N1CCCCC1